The molecule is a member of the class of 1-benzofurans which consists of 1-benzofuran substituted by a hydroxy group at position 6, a methoxy group at position 4, a prenyl group at position 5 and a 2,4-dihydroxyphenyl group at position 2. It has been isolated from Glycyrrhiza uralensis. It has a role as a plant metabolite, an antibacterial agent, an EC 1.4.3.4 (monoamine oxidase) inhibitor and an apoptosis inducer. It is a member of 1-benzofurans, a member of resorcinols and an aromatic ether. It derives from a hydride of a 1-benzofuran. CC(=CCC1=C(C2=C(C=C1O)OC(=C2)C3=C(C=C(C=C3)O)O)OC)C